O=C1NC(CCC1N1C(C2=CC=C(C=C2C1=O)N1CC(CC1)CN1CCC(CC1)C1=CC=C(C=C1)NC=1N=CN=NC1C(=O)N)=O)=O 5-((4-(1-((1-(2-(2,6-dioxopiperidin-3-yl)-1,3-dioxoisoindolin-5-yl)pyrrolidin-3-yl)methyl)piperidin-4-yl)phenyl)amino)-1,2,4-triazine-6-carboxamide